OCCO[C@H]1CN(CCOC1)C(=O)OC(C)(C)C tert-butyl (S)-6-(2-hydroxyethoxy)-1,4-oxazepane-4-carboxylate